5-((6-((6-aminopyridin-3-yl)amino)-1-methyl-1H-pyrazolo[3,4-d]pyrimidin-3-yl)amino)-N-(2-(2,2-dimethylpyrrolidin-1-yl)ethyl)-6-methylnicotinamide NC1=CC=C(C=N1)NC1=NC=C2C(=N1)N(N=C2NC=2C(=NC=C(C(=O)NCCN1C(CCC1)(C)C)C2)C)C